4-(5-Chloro-2-ethyl-2H-indazol-7-yl)morpholine ClC1=CC2=CN(N=C2C(=C1)N1CCOCC1)CC